(R)-3-(6-(3-methylmorpholino)-1-(1H-pyrazol-3-yl)-1H-pyrazolo[3,4-b]pyridin-4-yl)pyridin-2-amine C[C@@H]1COCCN1C1=CC(=C2C(=N1)N(N=C2)C2=NNC=C2)C=2C(=NC=CC2)N